N-lauroyl-methyltaurine C(CCCCCCCCCCC)(=O)N(CCS(=O)(=O)O)C